C(C)(C)(C)OOC(C)(C)C di-tertiary butylperoxide